Methyl-3-(2-[[6-oxo-5-(trifluoromethyl)-1,6-dihydropyridazin-4-yl]amino]-2-(pyridin-4-yl)ethoxy)propanoic acid CC(C(=O)O)COCC(C1=CC=NC=C1)NC=1C=NNC(C1C(F)(F)F)=O